8-(((cyclopropylmethyl)amino)methyl)-3,9-dihydroxybenzo[5,6]oxazepin C1(CC1)CNCC1=C(C2=C(C=CC(=NO2)O)C=C1)O